dopamine-Tris-HCl Cl.Cl.Cl.NCCC1=CC(O)=C(O)C=C1